O1CC(CCCC1)C=1N=CC2=C(N1)N=CC=C2 (oxepan-3-yl)pyrido[2,3-d]pyrimidin